((1-(7-chloro-3,4-dimethyl-5-oxo-4,5-dihydro-3H-pyrazolo[3,4-c]isoquinolin-9-yl)ethyl)amino)benzoic acid ClC=1C=C(C=2C3=C(N(C(C2C1)=O)C)N(N=C3)C)C(C)NC3=C(C(=O)O)C=CC=C3